ClC=1C=C2C(N(CN(C2=CC1C#N)C1=C(C=C(C=C1)F)CC)C=1C(=NC(=CC1)OC)C)=O 6-chloro-1-(2-ethyl-4-fluorophenyl)-3-(6-methoxy-2-methylpyridin-3-yl)-4-oxo-1,2,3,4-tetra-hydroquinazoline-7-carbonitrile